(3R)-3-((4-(3-chlorophenyl)-2-oxido-1,3,2-dioxaphosphinan-2-yl)amino)-1-(3-(trifluoromethyl)-5,6-dihydro-[1,2,4]triazolo[4,3-a]pyrazin-7(8H)-yl)-4-(2,4,5-trifluorophenyl)butan-1-one ClC=1C=C(C=CC1)C1OP(OCC1)(=O)N[C@@H](CC(=O)N1CC=2N(CC1)C(=NN2)C(F)(F)F)CC2=C(C=C(C(=C2)F)F)F